C(C)N1C2(COC2)CCC(C1)NC(=O)[C@H]1CCN(C2(CC2)C1)C(=O)C1=NNC(=C1)C1=CC(=NC=C1F)OC (7S)-N-(5-ethyl-2-oxa-5-azaspiro[3.5]nonan-7-yl)-4-(5-(5-fluoro-2-methoxypyridin-4-yl)-1H-pyrazole-3-carbonyl)-4-azaspiro[2.5]octane-7-carboxamide